tert-butyl 3-{2-[1-(3-chlorophenyl)pyrazol-4-yl]propanamido}-5-(3,3-difluorocyclobutyl)pyrazole-1-carboxylate ClC=1C=C(C=CC1)N1N=CC(=C1)C(C(=O)NC1=NN(C(=C1)C1CC(C1)(F)F)C(=O)OC(C)(C)C)C